8-fluoro-2-(((2R,7aS)-2-fluorotetrahydro-1H-pyrrolizin-7a(5H)-yl)methoxy)pyrido[4,3-d]pyrimidine FC1=CN=CC2=C1N=C(N=C2)OC[C@]21CCCN1C[C@@H](C2)F